CN(NCC=1N=NC(=CC1)C(F)(F)F)C(=O)C12CC(C1)C2 N-methyl-N'-((6-(trifluoromethyl)pyridazin-3-yl)methyl)bicyclo[1.1.1]pentane-1-carbohydrazide